C(C(C)(C)C)(=O)O[C@@H]1[C@](O[C@H](C1)N1C2=NC(=NC(=C2N=C1)N)F)(CO)C#C (2R,3S,5R)-5-(6-amino-2-fluoro-9H-purin-9-yl)-2-ethynyl-2-(hydroxymethyl)tetrahydrofuran-3-yl pivalate